C(CCCCCCC\C=C/CCCCCCCC)(=O)OCC(COC(CCCCCCC\C=C/CCCCCCCC)=O)OC(CCC(CCCC)OC(NCCN1CCCC1)=O)=O 2-((4-(((2-(pyrrolidin-1-yl)ethyl)carbamoyl)oxy)octanoyl)oxy)propane-1,3-diyl dioleate